Cl.N1(C=NC=C1)C1=CC=CC(=N1)C(=O)NC1CCC(CC1)N1CCNCC1 6-(1H-imidazol-1-yl)-N-((1R,4R)-4-(piperazin-1-yl)cyclohexyl)pyridine-2-carboxamide hydrochloride